ClC1=C(C=C(C(=N1)C1=NC=C(C=C1)OCC(C(F)(F)F)(F)F)S(=O)(=O)CC)C(F)(F)F 6-chloro-3-(ethanesulfonyl)-5-(trifluoromethyl)-5'-(2,2,3,3,3-pentafluoropropoxy)-2,2'-bipyridine